(R)-N-(4-((3-((2,3-dihydroxypropyl)amino)-1H-pyrazolo[3,4-b]pyridin-4-yl)oxy)-3-fluorophenyl)-2-(4-fluorophenyl)-3-oxo-2,3-dihydropyridazine-4-carboxamide O[C@H](CNC1=NNC2=NC=CC(=C21)OC2=C(C=C(C=C2)NC(=O)C=2C(N(N=CC2)C2=CC=C(C=C2)F)=O)F)CO